C1(=CC=CC=C1)S(=O)(=O)C(C(=O)O)C(C1=CC=CC=C1)=O 2-(benzenesulfonyl)-3-oxo-3-phenylpropanoic acid